FC=1C=CC(=C(C1)C(C#N)(C)C)OC 2-(5-fluoro-2-methoxyphenyl)-2-methylpropanenitrile